cholestenyl chloride C(=C(C)CCC[C@@H](C)[C@H]1CC[C@H]2[C@@H]3CCC4CCCC[C@]4(C)[C@H]3CC[C@]12C)Cl